FC1=C(N(C2=C1C=1C=NN(C1C=C2)S(=O)(=O)C2=CC=CC=C2)CC2=CC=C(CCNCCC)C=C2)C2=C(C=CC=C2)C N-(4-((8-fluoro-3-(benzenesulfonyl)-7-(o-tolyl)pyrrolo[3,2-e]indazol-6(3H)-yl)methyl)phenethyl)propan-1-amine